2-((2S,3R)-3-(2-cyanophenyl)-1,1,1-trifluoro-3-(1-methyl-1H-pyrazol-4-yl)propan-2-yl)-5-hydroxy-N-(isoxazol-4-yl)-1-methyl-6-oxo-1,6-dihydropyrimidine-4-carboxamide C(#N)C1=C(C=CC=C1)[C@@H]([C@H](C(F)(F)F)C=1N(C(C(=C(N1)C(=O)NC=1C=NOC1)O)=O)C)C=1C=NN(C1)C